ClC1=CC(=C(C=C1)C(OC1=CC=CC(=N1)C=1CCNCC1)([2H])[2H])F 6-((4-chloro-2-fluorophenyl)methoxy-d2)-1',2',3',6'-tetrahydro-2,4'-bipyridine